3-((3-(chloromethyl)phenyl)amino)piperidine-2,6-dione ClCC=1C=C(C=CC1)NC1C(NC(CC1)=O)=O